(3-(5-(7,8-dimethyl-[1,2,4]triazolo[1,5-a]pyridin-6-yl)-4-isopropyl-3-methyl-6H-thieno[2,3-b]pyrrol-2-yl)cyclobutyl)(piperazin-1-yl)methanone CC1=C(C=2N(C=C1C1=C(C3=C(N1)SC(=C3C)C3CC(C3)C(=O)N3CCNCC3)C(C)C)N=CN2)C